N1=CC=CC2=CC(=CC=C12)C#N Quinoline-6-Carbonitrile